methyl (3S)-2-(2-(chloromethyl)allyl)-3-methoxypyrrolidine-2-carboxylate ClCC(CC1(NCC[C@@H]1OC)C(=O)OC)=C